O=C1NC(CCC1N1C(C2=CC=CC(=C2C1=O)SCCCCCC(=O)O)=O)=O 6-((2-(2,6-dioxopiperidin-3-yl)-1,3-dioxoisoindolin-4-yl)thio)caproic acid